C1(CC1)C=1SC=C(N1)C(=O)NC1=CC(=CC=C1)C1(COC1)CC1=NN=CN1C 2-cyclopropyl-N-(3-{3-[(4-methyl-1,2,4-triazol-3-yl)methyl]oxetan-3-yl}phenyl)-1,3-thiazole-4-carboxamide